BrC1=CC=C(C=C1)[C@H]1[C@H](NC(O1)=O)C (4R,5S)-5-(4-bromophenyl)-4-methyloxazolidin-2-one